1-(4-(2-(4-chlorophenyl)propan-2-yl)phenyl)-5-methyl-1H-1,2,4-triazole-3-carboxamide ClC1=CC=C(C=C1)C(C)(C)C1=CC=C(C=C1)N1N=C(N=C1C)C(=O)N